1,4-Dimethylenecyclohexane C=C1CCC(CC1)=C